CC1(OC[C@H](O1)CCNC)C 2-[(4R)-2,2-dimethyl-1,3-dioxolan-4-yl]-N-methyl-ethylamine